4,5-bis(3,4-bis(mercaptomethylthio)-6-mercapto-2,5-dithiahexylthio)-1,3-dithiolane SCSC(SCSC1SCSC1SCSC(C(SCS)SCS)SCS)C(SCS)SCS